C1(CCC1)OC1=CC=C2C(NN=C(C2=C1)CC=1C=CC(=C(C(=O)N2CC(C2)N(C=2C=C(C(=O)NC)C=CN2)C)C1)F)=O 2-((1-(5-((7-cyclobutoxy-4-oxo-3,4-dihydrophthalazin-1-yl)methyl)-2-fluorobenzoyl)azetidin-3-yl)(methyl)amino)-N-methylisonicotinamide